4-(1-(3-bromophenyl)ethoxy)tetrahydro-2H-pyran BrC=1C=C(C=CC1)C(C)OC1CCOCC1